C(C)C1=CC2=NC=CC=C2N1C 2-ethyl-1-methyl-1H-pyrrolo[3,2-b]pyridine